2-((2-(benzyloxy)cyclobutyl)amino)ethan-1-ol C(C1=CC=CC=C1)OC1C(CC1)NCCO